C(C)[Si](CC)(CC)[Te][Si](CC)(CC)CC bis(triethylsilyl) telluride